FC(C=1C=C(C=C(C1)C(F)(F)F)C1CC(N(C1)\C=C\C(=O)N1CC(C1)(F)F)=O)(F)F (E)-4-(3,5-bis(trifluoromethyl)phenyl)-1-(3-(3,3-difluoroazetidin-1-yl)-3-oxoprop-1-en-1-yl)pyrrolidin-2-one